2,5-Dihydroxyterephthalic acid dimethyl ester COC(C1=C(C=C(C(=O)OC)C(=C1)O)O)=O